[Zn].[Cu].[Mg].[Al] aluminum-magnesium-copper-zinc